tert-butyl(2-amino-5-(4-((2-hydroxy-2-methylpropyl)(methyl)amino)piperidin-1-yl)phenyl)carbamate C(C)(C)(C)OC(NC1=C(C=CC(=C1)N1CCC(CC1)N(C)CC(C)(C)O)N)=O